C(C)(C)(C)C1=NOC(=N1)C1CCN(CC1)C=1SC2=C(C(N1)=O)C=C(C(=C2[N+](=O)[O-])C)C(F)(F)F 2-(4-(3-(tert-butyl)-1,2,4-oxadiazol-5-yl)piperidin-1-yl)-7-methyl-8-nitro-6-(trifluoromethyl)-4H-benzo[e][1,3]thiazin-4-one